C1(CCCCCC1)NC(OC1=CC(=CC=C1)C=1C=NC=C(C1)C1=NN=NN1)=O 3-(5-(1H-tetrazol-5-yl)pyridin-3-yl)phenyl cycloheptylcarbamate